2,5-di-tert-butyl-phenol C(C)(C)(C)C1=C(C=C(C=C1)C(C)(C)C)O